tert-butyl (3R,4R)-3-fluoro-4-((5-(4-(trifluoromethyl)phenyl)pyrido[2,3-d]pyridazin-8-yl)amino)pyrrolidine-1-carboxylate F[C@@H]1CN(C[C@H]1NC=1N=NC(=C2C1N=CC=C2)C2=CC=C(C=C2)C(F)(F)F)C(=O)OC(C)(C)C